phosphinyl-formamidine chromium [Cr].[PH2](=O)C(=N)N